(2R,4S)-4-([1,1'-biphenyl]-2-ylmethyl)-N-((S)-1-(((6-amino-2-methylpyridin-3-yl)methyl)amino)-1-oxopropan-2-yl)pyrrolidine-2-carboxamide di-trifluoroacetate FC(C(=O)O)(F)F.FC(C(=O)O)(F)F.C1(=C(C=CC=C1)C[C@H]1C[C@@H](NC1)C(=O)N[C@H](C(=O)NCC=1C(=NC(=CC1)N)C)C)C1=CC=CC=C1